N-[(6-Amino-2-pyridyl)sulfonyl]-6-(3-fluoro-5-isobutoxyphenyl)-2-[(3R)-tetrahydrofuran-3-yl]oxypyridin-3-carboxamid NC1=CC=CC(=N1)S(=O)(=O)NC(=O)C=1C(=NC(=CC1)C1=CC(=CC(=C1)OCC(C)C)F)O[C@H]1COCC1